3-(vinyloxy)-propane-1-sulfonic acid C(=C)OCCCS(=O)(=O)O